ethyl-(S)-11-(benzyloxy)-12-(3-methoxypropoxy)-3,3-dimethyl-8-oxo-2,3,8,13b-tetrahydro-1H-pyrido[2,1-a]pyrrolo[1,2-c]phthalazine C(C)[C@H]1CC(N2N3C(C=4C=C(C(=CC4C21)OCCCOC)OCC2=CC=CC=C2)=CC(C=C3)=O)(C)C